(Z)-5-((6-(3-(4-(tert-butyl)-3-chlorophenyl)ureido)-2-oxindole-3-ylidene)methyl)-N-(2-(diethylamino)ethyl)-2,4-dimethyl-1H-pyrrole-3-carboxamide C(C)(C)(C)C1=C(C=C(C=C1)NC(NC1=CC=C2/C(/C(NC2=C1)=O)=C/C1=C(C(=C(N1)C)C(=O)NCCN(CC)CC)C)=O)Cl